C(C)N1C=NC(=C1C1=CC=C(C=C1)F)C1=CC=C(C=C1)F N1-ethyl-4,5-bis(4'-fluorophenyl)imidazole